6-bromo-N-[5-(3,3-difluoropropyl)-4-methoxy-pyrimidin-2-yl]-1H-pyrrolo[2,3-b]pyridine-3-sulfonamide BrC1=CC=C2C(=N1)NC=C2S(=O)(=O)NC2=NC=C(C(=N2)OC)CCC(F)F